C1(CC1)C=1C=CC=2N(C1)C=C(N2)[C@@H]2N(C[C@H](C2)O)C2=CC(=NC=N2)NC(OCC2=NC=CC(=C2)Cl)=O (4-chloropyridin-2-yl)methyl (6-((2R,4S)-2-(6-cyclopropylimidazo[1,2-a]pyridin-2-yl)-4-hydroxypyrrolidin-1-yl)pyrimidin-4-yl)carbamate